N'-(4-hydroxybenzoyl)-hydrazin OC1=CC=C(C(=O)NN)C=C1